C(C)OC(C=NNC1=C(C(=C(C(=C1F)F)F)F)F)=O Ethyl-2-(2-(perfluorophenyl)hydrazono)acetat